N-(1-cyclobutyl-3-(3,3-difluorocyclobutyl)-4-methyl-1H-pyrazol-5-yl)-4,4,4-trifluoro-3,3-dimethylbutanamide C1(CCC1)N1N=C(C(=C1NC(CC(C(F)(F)F)(C)C)=O)C)C1CC(C1)(F)F